BrC=1C(N(C=CC1N[C@@H]1C[C@@H](CN(C1)C)C1=CC=C(C=C1)CN1CCC(CC1)C=1C=C2CN(C(C2=CC1)=O)C1C(NC(CC1)=O)=O)C)=O 3-[5-[1-[[4-[(3R,5R)-5-[(3-bromo-1-methyl-2-oxo-4-pyridyl)amino]-1-methyl-3-piperidyl]phenyl]methyl]-4-piperidyl]-1-oxo-isoindolin-2-yl]piperidine-2,6-dione